(4-(dihexylamino)-3-fluorophenyl)-2,6-dimethylpyrimidin-4(3H)-one maleate C(\C=C/C(=O)O)(=O)O.C(CCCCC)N(C1=C(C=C(C=C1)N1C(=NC(=CC1=O)C)C)F)CCCCCC